C(C)(C)(C)OC(NCC1(NS(NC1)(=O)=O)C)=O ((3-methyl-1,1-dioxo-1,2,5-thiadiazolidin-3-yl)methyl)carbamic acid tert-butyl ester